(3S)-3-(5-{[(3S,4S)-1-{[8-fluoro-2-(2,2,6,6-tetramethyloxan-4-yl)quinolin-6-yl]methyl}-4-(methoxymethyl)pyrrolidin-3-yl]oxy}-1-oxo-2,3-dihydro-1H-isoindol-2-yl)piperidine-2,6-dione FC=1C=C(C=C2C=CC(=NC12)C1CC(OC(C1)(C)C)(C)C)CN1C[C@H]([C@@H](C1)COC)OC=1C=C2CN(C(C2=CC1)=O)[C@@H]1C(NC(CC1)=O)=O